N-methyl-N-(4-((4-oxo-3,4-dihydrophthalazin-1-yl)methyl)phenyl)sulfonamide hydrochloride Cl.CN(S(=O)=O)C1=CC=C(C=C1)CC1=NNC(C2=CC=CC=C12)=O